6-amino-4-((1-methoxycyclopropyl)methoxy)nicotinonitrile NC1=NC=C(C#N)C(=C1)OCC1(CC1)OC